C(C#C)OS(=O)(=O)CCCCCP(=O)(OCC)OCC 5-(diethoxyphosphoryl)pentanesulfonic acid 2-propynyl ester